2-bromo-4-chloro-6-(2-methylprop-2-enyl)phenol BrC1=C(C(=CC(=C1)Cl)CC(=C)C)O